[NH4+].[NH4+].OC1=CC(=CC(=C1[C@H]1[C@@H](CCC(=C1)C)C(=C)C)N(C([O-])=O)CCOP(=O)(O)O)CCCCC.OC1=CC(=CC(=C1[C@H]1[C@@H](CCC(=C1)C)C(=C)C)N(C([O-])=O)CCOP(=O)(O)O)CCCCC (1'R,2'R)-6-hydroxy-5'-methyl-4-pentyl-2'-(prop-1-en-2-yl)-1',2',3',4'-tetrahydro-[1,1'-biphenyl]-2-yl(2-(phosphonooxy)ethyl)carbamate di-ammonium salt